N-(2-(dimethylamino)propyl)2-methylpropionamide CN(C(CNC(C(C)C)=O)C)C